2-methyl-2-morpholino(morpholino)-1-(4-methylthiophenyl)propan-1-one CC(C(=O)C1=CC=C(C=C1)SC)(CN1CCOCC1)N1CCOCC1